COC1=CC=C(C=C1)C1=NOC(=C1)N1CCC(CC1)C(=O)N1CCOCC1 (1-(3-(4-methoxyphenyl)isoxazol-5-yl)piperidin-4-yl)(morpholino)methanone